BrC=1C=C(C=CC1)[C@@]1(C2=C(NC=3N=CC=CC13)CC(CC2)(C)C)C (R)-5-(3-bromophenyl)-5,8,8-trimethyl-7,8,9,10-tetrahydrobenzo[b][1,8]naphthyridin